2-cyanoethyl (2-((2-(dimethoxyphosphoryl)ethyl)amino)ethyl) diisopropylphosphoramidite C(C)(C)N(P(OCCC#N)OCCNCCP(=O)(OC)OC)C(C)C